4-cyclopropyl-6-formyl-2-(methylthio)-4H-pyrrolo[2,3-d]Thiazole-5-carboxylic acid ethyl ester C(C)OC(=O)C1=C(C2=C(N=C(S2)SC)N1C1CC1)C=O